ClC1=C2CCCC2=CC=C1N 4-CHLORO-2,3-DIHYDRO-1H-INDEN-5-AMINE